4-methyl-N-{1-azabicyclo[2.2.2]octane-3-yl}benzene-1-sulfonamide CC1=CC=C(C=C1)S(=O)(=O)NC1CN2CCC1CC2